CO/C=C/C=1C(=NC=C(C#N)C1)C (E)-5-(2-methoxyvinyl)-6-methylnicotinonitrile